2,3,5-trifluoro-4-[(4-methoxyphenyl)methoxy]-N-[(4-{4-[2-(methylsulfanyl)pyrimidin-4-yl]-1,3-thiazol-2-yl}bicyclo[2.2.2]octan-1-yl)methyl]benzamide FC1=C(C(=O)NCC23CCC(CC2)(CC3)C=3SC=C(N3)C3=NC(=NC=C3)SC)C=C(C(=C1F)OCC1=CC=C(C=C1)OC)F